3,8-Diamino-5-[3-(diethylmethylammonio)propyl]-6-phenylphenanthridinium diiodide [I-].[I-].NC=1C=CC2=C3C=CC(=CC3=C([N+](=C2C1)CCC[N+](C)(CC)CC)C1=CC=CC=C1)N